N-(1-cyanocyclopropyl)-9-[5-(difluoromethyl)-1,3,4-thiadiazol-2-yl]-4-[3-(morpholin-4-yl)prop-1-yn-1-yl]pyrimido[4,5-b]indole-7-sulfonamide C(#N)C1(CC1)NS(=O)(=O)C1=CC=C2C3=C(N(C2=C1)C=1SC(=NN1)C(F)F)N=CN=C3C#CCN3CCOCC3